zinc indoleacetate hydroxide [OH-].N1C(=CC2=CC=CC=C12)CC(=O)[O-].[Zn+2]